C(C)(C)C1=C(C(=CC=C1)C(C)C)N N-(2,6-diisopropylphenyl)amine